Hydrogencyanid C#N